4-(7-(2-amino-6-fluorophenyl)-3-cyano-6-fluoro-1-(2-isopropyl-4-methylpyridin-3-yl)-2-oxo-1,2-dihydro-1,8-naphthyridin-4-yl)piperazine-1-carboxylic acid tert-butyl ester C(C)(C)(C)OC(=O)N1CCN(CC1)C1=C(C(N(C2=NC(=C(C=C12)F)C1=C(C=CC=C1F)N)C=1C(=NC=CC1C)C(C)C)=O)C#N